4-(2-(2-chlorophenyl)-4-methyl-5-oxopiperazin-1-yl)-2-fluoro-N-((R,E)-4-(methylsulfonyl)but-3-en-2-yl)benzamide ClC1=C(C=CC=C1)C1N(CC(N(C1)C)=O)C1=CC(=C(C(=O)N[C@H](C)\C=C\S(=O)(=O)C)C=C1)F